potassium platinum (II) [Pt+2].[K+]